(S)-N-(1-((tert-butyldiphenylsilyl)oxy)prop-2-yl)-8-(1-methyl-1H-pyrazol-4-yl)-6-(4-(Trifluoromethyl)phenyl)-[1,2,4]triazolo[1,5-a]pyrazin-2-amine [Si](C1=CC=CC=C1)(C1=CC=CC=C1)(C(C)(C)C)OC[C@H](C)NC1=NN2C(C(=NC(=C2)C2=CC=C(C=C2)C(F)(F)F)C=2C=NN(C2)C)=N1